C(CCCCCCC(C)C)OC(=O)C1CCC(CC1)C(=O)OCCCCCCCC(C)C cyclohexane-1,4-dicarboxylic acid di(isodecyl) ester